C(C1=CC=CC=C1)NC1=NC(=NN2C1=CC=C2)N2C(=CC1=CC=CC=C21)C 1-(4-(benzylamino)pyrrolo[2,1-f][1,2,4]triazin-2-yl)-2-methyl-1H-indol